(R)-4-fluoro-1-((R)-2-hydroxypropyl)-N'-((1',5',6',7'-tetrahydro-2'H-spiro[cyclopropane-1,3'-dicyclopenta[b,e]pyridin]-8'-yl)carbamoyl)-1H-pyrazole-3-sulfonimidamide FC=1C(=NN(C1)C[C@@H](C)O)[S@@](=O)(N)=NC(NC1=C2C(=NC3=C1CCC3)C3(CC2)CC3)=O